NC1=C(C=CC(=C1)N)OP(O)(O)=O 2,4-diaminophenylphosphoric acid